FC1=C2C(N(C=NC2=CC(=C1)C1=CC2=CN(N=C2C(=C1)F)C)C1CCNCC1)=O 5-fluoro-7-(7-fluoro-2-methyl-2H-indazol-5-yl)-3-(piperidin-4-yl)quinazolin-4(3H)-one